OC1=C(CNNC([C@@H](N)CO)=O)C=CC(=C1O)O |r| D,L-serine 2-(2,3,4-trihydroxybenzyl) hydrazide